2-(2-adamantyl)-N-[2-[hydroxy(phenyl)methyl]-1H-benzimidazol-5-yl]acetamide C12C(C3CC(CC(C1)C3)C2)CC(=O)NC2=CC3=C(NC(=N3)C(C3=CC=CC=C3)O)C=C2